2,3,4,5-Tetramethoxyamphetamine COC1=C(CC(N)C)C=C(C(=C1OC)OC)OC